(R,E)-ethyl 6-imino-2,2,3,3,5-pentamethyl-9-oxo-4,8-dioxa-7-aza-3-siladodec-10-en-12-oate N=C([C@H](O[Si](C(C)(C)C)(C)C)C)NOC(\C=C\C(=O)OCC)=O